CN([C@@H]1[C@H](CN(C1)C1CCC2=CC=CC(=C12)F)C1=CC=C(C=C1)N1CCN(CC1)S(=O)(=O)CCOCCOCCOCCOCCOCCNC(OC(C)(C)C)=O)C tert-butyl N-[17-(4-{4-[(3S,4R)-4-(dimethylamino)-1-(7-fluoro-2,3-dihydro-1H-inden-1-yl)pyrrolidin-3-yl]phenyl}piperazin-1-ylsulfonyl)-3,6,9,12,15-pentaoxaheptadecan-1-yl]carbamate